The molecule is a nucleotide-alditol, an alditol 4-phosphate and a tetritol phosphate. It has a role as an Escherichia coli metabolite. It is a conjugate acid of a 4-CDP-2-C-methyl-D-erythritol 2-phosphate(4-). C[C@](CO)([C@@H](COP(=O)(O)OP(=O)(O)OC[C@@H]1[C@H]([C@H]([C@@H](O1)N2C=CC(=NC2=O)N)O)O)O)OP(=O)(O)O